[3,4'-bipyridine]-2'-carboximidamide N1=CC(=CC=C1)C1=CC(=NC=C1)C(N)=N